ClC=1C(=C(C(=CC1)C(F)F)C1=CN=CC(=N1)C(=O)NC=1C=NN(C1)[C@@H](C)C1=NC(=C(C=C1)N1C([C@@H]2C[C@@H]2C1)=O)C)F |o1:24| 6-(3-Chloro-6-(difluoromethyl)-2-fluorophenyl)-N-(1-((S or R)-1-(6-methyl-5-((1R,5S)-2-oxo-3-azabicyclo[3.1.0]hexan-3-yl)pyridin-2-yl)ethyl)-1H-pyrazol-4-yl)pyrazine-2-carboxamide